tert-butyl 6-[(4-methylbenzenesulfonyl)oxy]-2-azaspiro[3.3]heptane-2-carboxylate CC1=CC=C(C=C1)S(=O)(=O)OC1CC2(CN(C2)C(=O)OC(C)(C)C)C1